5-fluoro-N-(4-(3-(2-hydroxy-2-methylpropanamido)bicyclo[1.1.1]pentan-1-yl)phenyl)isoindoline-2-carboxamide FC=1C=C2CN(CC2=CC1)C(=O)NC1=CC=C(C=C1)C12CC(C1)(C2)NC(C(C)(C)O)=O